2-Mercapto-ethanol SCCO